FC(C1=NC(=CC(=N1)NC1=NC=C(C(=C1)F)C=1C=NN(C1)C1CN(C1)C)N)F 2-(difluoromethyl)-N4-(4-fluoro-5-(1-(1-methylazetidin-3-yl)-1H-pyrazol-4-yl)pyridin-2-yl)pyrimidine-4,6-diamine